3-{2-[4-(Trifluoromethyl)phenyl]ethynyl}pyrrolidine-1-carboxylic acid tert-butyl ester C(C)(C)(C)OC(=O)N1CC(CC1)C#CC1=CC=C(C=C1)C(F)(F)F